ClC(C1(N=C2N(C(=CN=C2)C)C1)O)Cl 2-(dichloromethyl)-5-methyl-2,3-dihydroimidazo[1,2-a]pyrazin-2-ol